(1S,4r)-4-(4-((1-((tert-butoxycarbonyl)-L-alanyl)piperidin-4-yl)sulfonyl)piperazin-1-yl)cyclohexane-1-carboxylic acid C(C)(C)(C)OC(=O)N[C@@H](C)C(=O)N1CCC(CC1)S(=O)(=O)N1CCN(CC1)C1CCC(CC1)C(=O)O